C1CC12CCN(CC2)C2=NC(=CC=C2C(=O)NC2=NC(=CC=C2)N2C[C@H](OCC2)C)NC(CO)(CO)CO 2-(6-azaspiro[2.5]octan-6-yl)-6-((1,3-dihydroxy-2-(hydroxymethyl)-2-propanyl)amino)-N-(6-((2R)-2-methyl-4-morpholinyl)-2-pyridinyl)-3-pyridinecarboxamide